4-((3-fluorotetrahydro-2H-pyran-4-yl)amino)-2-(methylsulfanyl)pyrimidine-5-carboxylic acid FC1COCCC1NC1=NC(=NC=C1C(=O)O)SC